Cl.N1(CCNCC1)C1=NSC2=C1C=CC=C2 3-(piperazin-1-yl)benzo[d]isothiazole hydrochloride